FC1=CC=C(C=C1)[C@H](C)NC1=NC(=CC(=C1)NC1=NC=CC=C1)NC1=NC=CN=C1 (S)-N2-[1-(4-fluorophenyl)ethyl]-N6-(pyrazin-2-yl)-N4-(pyridin-2-yl)pyridine-2,4,6-triamine